((1S,6R)-5-((3-ethyl-2-oxo-1,2-dihydropyrido[2,3-b]pyrazin-7-yl)methyl)-2,5-diazabicyclo[4.2.0]oct-2-yl)-N-methylpicolinamide C(C)C=1C(NC2=C(N1)N=CC(=C2)CN2CCN([C@H]1CC[C@@H]21)C=2C(=NC=CC2)C(=O)NC)=O